NC1=NC=CC(=C1)C[C@@H]1[C@H](N(C1=O)C(N[C@H](C)C1CCCCC1)=O)C(=O)O (2S,3R)-3-((2-aminopyridin-4-yl)methyl)-1-(((R)-1-cyclohexylethyl)carbamoyl)-4-oxoazetidine-2-carboxylic acid